α,α-difluoro-α-bromoacetamide FC(C(=O)N)(Br)F